1,4-dodecanediol C(CCC(CCCCCCCC)O)O